(S)-4-((5-chloro-4-(6-methyl-4-oxa-7-azaspiro[2.5]octan-7-yl)pyrimidin-2-yl)amino)-N-ethylbenzenesulfonamide ClC=1C(=NC(=NC1)NC1=CC=C(C=C1)S(=O)(=O)NCC)N1[C@H](COC2(CC2)C1)C